FC=1C=C(N2N=C(N=CC21)N[C@H]2[C@@H](CN(CC2)S(=O)(=O)C)O)C2=NC(=C(C=C2)F)C (3R,4R)-4-((5-fluoro-7-(5-fluoro-6-methylpyridin-2-yl)pyrrolo[2,1-f][1,2,4]triazin-2-yl)amino)-1-(methylsulfonyl)piperidin-3-ol